methyl-2-furanal acetate C(C)(=O)O.CC1=C(OC=C1)C=O